2,3,4,6-tetrafluorobenzenethiol FC1=C(C(=CC(=C1F)F)F)S